C[C@@H]1C[C@@H]([C@@H](N1C(=O)OC)CO[C@@H]1C[C@@H]2C[C@@]2(CC1)C1=NC=C(C=N1)C)NS(=O)(=O)C methyl (2R,3S,5R)-5-methyl-2-((((1S,3S,6R)-6-(5-methylpyrimidin-2-yl)bicyclo[4.1.0]heptan-3-yl)oxy)methyl)-3-(methylsulfonamido)pyrrolidine-1-carboxylate